CN1C(C2=CC(=CC(=C2C=C1C(NC1=CC=CC=C1)=O)C(C)NC1=C(C(=O)O)C=CC=C1)C)=O 2-((1-(2,7-dimethyl-1-oxo-3-(phenylcarbamoyl)-1,2-dihydroisoquinolin-5-yl)ethyl)amino)benzoic acid